1-[2-(decylsulfanyl)ethyl]piperidine-3-carboxylic acid C(CCCCCCCCC)SCCN1CC(CCC1)C(=O)O